6-(2-(1H-indol-3-yl)acetyl)-2-(1-phenylcyclopropyl)-5,6,7,8-tetrahydropyrido[4,3-d]pyrimidin-4(3H)-one N1C=C(C2=CC=CC=C12)CC(=O)N1CC2=C(N=C(NC2=O)C2(CC2)C2=CC=CC=C2)CC1